4-chloropyridazin-3(2H)-one ClC=1C(NN=CC1)=O